2-amino-3-(2-amino-1,3-thiazol-4-yl)propanoic acid NC(C(=O)O)CC=1N=C(SC1)N